C(C)(C)(C)C=1C=C(C=2NC3=CC=C(C=C3C2C1)C(C)(C)C)C1=C(C=CC=C1)C(F)(F)F 3,6-di-tert-butyl-1-(2-(trifluoromethyl)phenyl)-9H-carbazole